ClC1=C(N(N=C1)C)C=1C=C(C=CC1OCCN(C)C)NC(=O)NC1=C(C=C(C=C1)F)O 1-[3-(4-Chloro-2-methyl-2H-pyrazol-3-yl)-4-(2-dimethylamino-ethoxy)-phenyl]-3-(4-fluoro-2-hydroxy-phenyl)-urea